C(C(C)(C)C)(=O)OC(CC[C@@H](C(=O)OC)NC(=O)OC(C)(C)C)=O (S)-4-((tert-butoxycarbonyl)amino)-5-methoxy-5-oxopentanoic acid pivalic anhydride